N-acryloylbutylamine C(C=C)(=O)NCCCC